IC1=C(C=CC=C1O[C@H]([C@H](CO[Si](C1=CC=CC=C1)(C1=CC=CC=C1)C(C)(C)C)C1=C(C(=O)N)C=CC(=C1)[N+](=O)[O-])C1=CC=C(C=C1)[N+](=O)[O-])O[C@H]([C@H](CO[Si](C1=CC=CC=C1)(C1=CC=CC=C1)C(C)(C)C)C1=C(C(=O)N)C=CC(=C1)[N+](=O)[O-])C1=CC=C(C=C1)[N+](=O)[O-] (1R,1'R,2S,2'S)-((2-iodo-1,3-phenylene)bis(oxy)bis(3-(tert-butyldiphenylsiloxy)-1-(4-nitrophenyl)propane-1,2-diyl))bis(4-nitrobenzamide)